8-[(2s,5r)-2-ethyl-4-[(3-fluorophenyl)(5-methylpyridin-2-yl)methyl]-5-methylpiperazin-1-yl]-5-methyl-6-oxo-5,6-dihydro-1,5-naphthyridine-2-carbonitrile C(C)[C@@H]1N(C[C@H](N(C1)C(C1=NC=C(C=C1)C)C1=CC(=CC=C1)F)C)C1=CC(N(C=2C=CC(=NC12)C#N)C)=O